C1(CC1)OC1=C(C(=CC=C1)F)C1=CN(C2=NC(=CC=C21)NC(=O)[C@H]2[C@H](C2)F)COCC[Si](C)(C)C (1S,2S)-N-[3-(2-cyclopropoxy-6-fluorophenyl)-1-[[2-(trimethylsilyl)ethoxy]methyl]pyrrolo[2,3-b]pyridin-6-yl]-2-fluorocyclopropane-1-carboxamide